NC1=C(C(=NN1C1(CC1)C)C1=CC=C(C=C1)CC(NC1=CC(=NO1)C1CC(C1)(C)C)=O)C(=O)N 5-Amino-3-[4-([[3-(3,3-dimethylcyclobutyl)-1,2-oxazol-5-yl]carbamoyl]methyl)phenyl]-1-(1-methylcyclopropyl)pyrazole-4-carboxamide